tert-butyl N-[(2R)-2-hydroxy-2-[(5R)-2-oxo-3-(3-oxo-4H-1,4-benzoxazin-6-yl)oxazolidin-5-yl]ethyl]carbamate O[C@H](CNC(OC(C)(C)C)=O)[C@H]1CN(C(O1)=O)C=1C=CC2=C(NC(CO2)=O)C1